[Br-].C(CCCCC)N1C=[NH+]C=C1 1-hexyl-imidazolium bromide salt